C(#N)C=1C=C(C=C(C1)C#N)F 3,5-dicyano-1-fluorobenzene